N-[(1S)-1-[[(1S)-2-amino-1-[[(3R)-5,5-dimethyl-2-oxo-pyrrolidin-3-yl]methyl]-2-oxo-ethyl]carbamoyl]-3,3-dimethyl-butyl]-6-chloro-4-methoxy-1H-indole-2-carboxamide NC([C@H](C[C@H]1C(NC(C1)(C)C)=O)NC(=O)[C@H](CC(C)(C)C)NC(=O)C=1NC2=CC(=CC(=C2C1)OC)Cl)=O